CC1=C(C=C(C=C1)NC(=O)C1=NC=CC(=C1)C(F)(F)F)C1=CC2=C(N=C(N=C2)NC=2N=NN(C2)C)N2C1=NCC2 N-(4-methyl-3-(2-((1-methyl-1H-1,2,3-triazol-4-yl)amino)-8,9-dihydroimidazo[1',2':1,6]pyrido[2,3-d]pyrimidin-6-yl)phenyl)-4-(trifluoromethyl)pyridineamide